tert-butyl (4S,5S)-5-(6-(allyloxy)-4-(trifluoromethyl)pyridin-2-yl)-4-methyl-2-oxooxazolidine-3-carboxylate C(C=C)OC1=CC(=CC(=N1)[C@@H]1[C@@H](N(C(O1)=O)C(=O)OC(C)(C)C)C)C(F)(F)F